1,1-dioxetane-3-carbaldehyde O1CC(C1)C=O